N-({5-chloro-6-[(1,3-thiazol-4-yl)methoxy]-2-indolyl}methyl)-3-methoxy-1-azetidinecarboxamide ClC=1C=C2C=C(NC2=CC1OCC=1N=CSC1)CNC(=O)N1CC(C1)OC